ethyl 5-(3-(aminomethyl)phenyl)-3-((2-(2-ethoxy-2-oxoethyl)-5-methoxyphenoxy)methyl)benzo[b]thiophene-2-carboxylate NCC=1C=C(C=CC1)C1=CC2=C(SC(=C2COC2=C(C=CC(=C2)OC)CC(=O)OCC)C(=O)OCC)C=C1